C1C(=O)CC(=O)C2=CC=CC=C21 3-naphthoquinone